(1-(((2R,3S,4R,5R)-5-(2-chloro-6-(cyclopentylamino)-9H-purin-9-yl)-3,4-dihydroxytetrahydrofuran-2-yl)methoxy)-2-hydroxyethyl)phosphonic acid ClC1=NC(=C2N=CN(C2=N1)[C@H]1[C@@H]([C@@H]([C@H](O1)COC(CO)P(O)(O)=O)O)O)NC1CCCC1